ClC1=C(C=C(C=C1)F)N=C(N)C1=C(C=2N(N=C1)C=C(C2)C=2C=NC(=CC2)OC)N[C@@H]2C[C@@H](CC2)NC(OC(C)(C)C)=O tert-butyl N-[(1R,3S)-3-[[3-[N'-(2-chloro-5-fluoro-phenyl)carbamimidoyl]-6-(6-methoxy-3-pyridyl)pyrrolo[1,2-b]pyridazin-4-yl]amino]cyclopentyl]carbamate